C1(CCCCC1)CN1C=2N(CC(C1)CNC(C=C)=O)N=CC2 N-((4-(cyclohexylmethyl)-4,5,6,7-tetrahydropyrazolo[1,5-a]pyrimidin-6-yl)-methyl)acrylamide